(4-carboxyphenyl)-4,4'-dihydroxybiphenyl C(=O)(O)C1=CC=C(C=C1)C1=C(C=CC(=C1)O)C1=CC=C(C=C1)O